1-((5-(5-(Difluoromethyl)-1,3,4-oxadiazol-2-yl)pyridin-2-yl)methyl)-5,6-difluoro-3-(piperidin-4-yl)-1,3-dihydro-2H-benzo[d]imidazol-2-one FC(C1=NN=C(O1)C=1C=CC(=NC1)CN1C(N(C2=C1C=C(C(=C2)F)F)C2CCNCC2)=O)F